OC1(C=CC=C2N=CC(CCN(C(C([2H])([2H])[2H])(C([2H])([2H])[2H])[2H])C(C([2H])([2H])[2H])(C([2H])([2H])[2H])[2H])=C12)C(CC(C(=O)[O-])([2H])[2H])C(=O)[O-] 4-hydroxy-α,α-dideutero-N,N-di(heptadeuteroisopropyl)tryptamine-4-glutarate